((2R,5S)-2-(2-(1-(dimethylamino)ethyl)benzo[d]thiazol-5-yl)-5-methylpiperidin-1-yl)-2-oxo-N-(1H-pyrazolo[4,3-c]pyridin-7-yl)acetamide CN(C(C)C=1SC2=C(N1)C=C(C=C2)[C@@H]2N(C[C@H](CC2)C)C(C(=O)NC=2C1=C(C=NC2)C=NN1)=O)C